2-amino-2-(3-(4-benzoylaminopiperidin-1-yl)propyl)-6-boronohexanoic acid NC(C(=O)O)(CCCCB(O)O)CCCN1CCC(CC1)NC(C1=CC=CC=C1)=O